1-(2-chlorophenyl)-3-[1-(2-methylpropyl)-5-oxopyrrolidin-3-yl]urea ClC1=C(C=CC=C1)NC(=O)NC1CN(C(C1)=O)CC(C)C